methyl 7-((6-(difluoromethyl)-7-((3-(N-methylmethylsulfonamido)pyrazin-2-yl)methyl)-7H-Pyrrolo[2,3-d]pyrimidin-2-yl)amino)-2,3-dihydrobenzofuran-4-carboxylate FC(C1=CC2=C(N=C(N=C2)NC=2C=CC(=C3CCOC32)C(=O)OC)N1CC1=NC=CN=C1N(S(=O)(=O)C)C)F